2-[2-(dimethylamino)ethoxy]-N-pentyl-acetamide CN(CCOCC(=O)NCCCCC)C